N[C@@H]1[C@@H](OCC12CCN(CC2)C2=CN=C1C(N(C(NC1=N2)=O)C2=C(C1=C(N=CS1)C=C2)Cl)=O)C 7-((3S,4S)-4-amino-3-methyl-2-oxa-8-azaspiro[4.5]decan-8-yl)-3-(7-chlorobenzo[d]thiazol-6-yl)pteridine-2,4(1H,3H)-dione